ClC1=NC=C(C(=C1)C1=C(C=NC(=C1)C)C(=O)NC=1SC2=C(N1)CN(C2)C(=O)C2=CC=NN2C(C)C)OC 2'-chloro-5'-methoxy-6-methyl-N-{5-[1-(propan-2-yl)-1H-pyrazole-5-carbonyl]-4H,5H,6H-pyrrolo[3,4-d][1,3]thiazol-2-yl}-[4,4'-bipyridine]-3-carboxamide